FC(CN1C[C@@H]2[C@H](C1)CC(C2)CCOC=2C=C1C(=CNC1=CC2)NC(C2=NC=CC=C2)=O)(F)F N-(5-(2-((3aR,5r,6aS)-2-(2,2,2-trifluoroethyl)octa-hydrocyclopenta[c]pyrrol-5-yl)ethoxy)-1H-indol-3-yl)picolinamide